O[Si](CC(CCCCCC)[Si](O)(O)O)(O)O 1,2-bis(trihydroxysilyl)octane